COC(=O)C=1C(=CC=CC1)C Methyltoluat